FC(C1=CC=C(OC2C[C@H](NC2)CO)C=C1)(F)F ((2S)-4-(4-(trifluoromethyl)phenoxy)pyrrolidin-2-yl)methanol